oxazol-5-ylmethyl (4-((1-(pyrrolidine-1-carbonyl)piperidin-4-yl)methyl)phenyl)carbamate N1(CCCC1)C(=O)N1CCC(CC1)CC1=CC=C(C=C1)NC(OCC1=CN=CO1)=O